6-(6-methyl-pyridin-2-yl)-5-thieno[3,2-c]pyridin-2-yl-2,3-dihydro-1H-imidazo[1,2-a]imidazole-2-carboxylic acid ethyl ester C(C)OC(=O)C1NC=2N(C1)C(=C(N2)C2=NC(=CC=C2)C)C2=CC=1C=NC=CC1S2